CC1(OB(OC1(C)C)C1C(C1)C#N)C 2-(4,4,5,5-tetramethyl-1,3,2-dioxaborolan-2-yl)cyclopropanecarbonitrile